N1(CCC1)CC1(CC1)NC(CC1=C(C=CC=C1)C)=O N-(1-(azetidin-1-ylmethyl)cyclopropyl)-2-(o-tolyl)acetamide